(R)-N-(1-(3,5-bis(1-methyl-1H-pyrazol-5-yl)phenyl)ethyl)-5-(2-(dimethylamino)ethoxy)-2-methylbenzamide CN1N=CC=C1C=1C=C(C=C(C1)C1=CC=NN1C)[C@@H](C)NC(C1=C(C=CC(=C1)OCCN(C)C)C)=O